C(C1=CC=CC=C1)OC(=O)N1[C@H](CC1)C#C (R)-2-ethynylazetidine-1-carboxylic acid benzyl ester